(R)-N-((S)-1,8-dihydro-3H,6H-spiro[furo[3,4-d]pyrrolo[1,2-b]pyrazole-7,4'-piperidin]-8-yl)-2-methylpropane-2-sulfinamide bis(2,2,2-trifluoroacetate) FC(C(=O)O)(F)F.FC(C(=O)O)(F)F.N1CCC2(CC1)[C@@H](C=1N(N=C3C1COC3)C2)N[S@](=O)C(C)(C)C